2-((4-((7-Chloroquinolin-4-yl)amino)pentyl)(2,4-difluorobenzyl)amino)ethan-1-ol ClC1=CC=C2C(=CC=NC2=C1)NC(CCCN(CCO)CC1=C(C=C(C=C1)F)F)C